2-amyl-ketobenzoselenophene C(CCCC)C=1[Se](C2=C(C1)C=CC=C2)=O